ClC=1C=C(C=CC1OCC=1SC=CN1)NC1=NC=NC2=CC=C(C=C12)NC=1OC[C@H](N1)C (R)-N4-(3-chloro-4-(thiazol-2-ylmethoxy)phenyl)-N6-(4-methyl-4,5-dihydrooxazol-2-yl)quinazoline-4,6-diamine